C1(CCC1)NCC1=C(N(C2=CC=CC=C12)CC1C(C1)(F)F)C(=O)O 3-[(cyclobutylamino)methyl]-1-[(2,2-difluorocyclopropyl)methyl]-1H-indole-2-carboxylic acid